NC1=NC=CC=C1C1=NC=2C(=NC(=CC2)C2=CC=CC=C2)N1C=1C=C2CC[C@@H](C2=CC1)NC(C1=CC(=C(C=C1)OCC1=CC=C(C=C1)OC)C1OCCO1)=O N-[(1S)-5-[2-(2-aminopyridin-3-yl)-5-phenylimidazo[4,5-b]pyridin-3-yl]-2,3-dihydro-1H-inden-1-yl]-3-(1,3-dioxolan-2-yl)-4-[(4-methoxyphenyl)methoxy]benzamide